N-(2-((Hexylcarbamoyl)oxy)ethyl)-N,N-dimethylhexadecane-1-aminium bromide [Br-].C(CCCCC)NC(=O)OCC[N+](CCCCCCCCCCCCCCCC)(C)C